FC12CC(C1)(C2)CNCC=2C=CC=1N(C2)C=C(N1)CN1C(C2=CN=CC(=C2C=C1)N1CC2(C1)COCC2)=O 2-[(6-{[({3-fluorobicyclo[1.1.1]pentan-1-yl}methyl)amino]methyl}imidazo[1,2-a]pyridin-2-yl)methyl]-5-{6-oxa-2-azaspiro[3.4]octan-2-yl}-1,2-dihydro-2,7-naphthyridin-1-one